(trans)-3-[[2-[(2-hydroxy-3-methyl-1,2-benzoxaborole-6-yl)amino]-5-methyl-pyrimidin-4-yl]amino]tetrahydropyran-4-carbonitrile OB1OC2=C(C1C)C=CC(=C2)NC2=NC=C(C(=N2)N[C@@H]2COCC[C@H]2C#N)C